2-carbazol-9-yl-6-[2-[[[2-(3-carbazol-9-yl-2-hydroxy-5-methyl-phenyl)-4-fluoro-phenoxy]methyl-diisopropyl-germyl]methoxy]-5-fluoro-phenyl]-4-methyl-phenol C1=CC=CC=2C3=CC=CC=C3N(C12)C1=C(C(=CC(=C1)C)C1=C(C=CC(=C1)F)OC[Ge](C(C)C)(C(C)C)COC1=C(C=C(C=C1)F)C1=C(C(=CC(=C1)C)N1C2=CC=CC=C2C=2C=CC=CC12)O)O